2,2-Dimethyl-N-(6-(1-methyl-1H-pyrazol-4-yl)pyridin-2-yl)-6-(pyrrolidin-3-yloxy)-2,3-dihydrofuro[2,3-b]pyridine-5-carboxamide CC1(CC=2C(=NC(=C(C2)C(=O)NC2=NC(=CC=C2)C=2C=NN(C2)C)OC2CNCC2)O1)C